C(C)OC(=O)C=1C(=C(NC1)C1=CC(=CC=C1)OC(F)(F)F)C1=C(C=CC=C1)[N+](=O)[O-] (2-nitrophenyl)-2-(3-(trifluoromethoxy)phenyl)Azole-4-carboxylic acid ethyl ester